tert-butyl (2S,4R)-2-((6-bromo-3-cyclopropylpyridin-2-yl) carbamoyl)-4-fluoropyrrolidine-1-carboxylate BrC1=CC=C(C(=N1)NC(=O)[C@H]1N(C[C@@H](C1)F)C(=O)OC(C)(C)C)C1CC1